O1COC2=C1C=CC(=C2)N(C(C2=C(C=C(C(=C2)C(C)C)O)O)=O)CC2=CC=C(C=C2)C(NO)=O N-(benzo[d][1,3]dioxol-5-yl)-2,4-dihydroxy-N-(4-(hydroxycarbamoyl)benzyl)-5-isopropylbenzamide